FC1=NC=C(C=C1)OC(F)(F)F 2-Fluoro-5-(trifluoromethoxy)-pyridine